CC1=C(N=C2C3CCC(C2=C1C=1C(=C(C=C2C=NN(C12)C)C)C)C3)N3CC1(CN(C1)C(C=C)=O)CC3 1-(6-(5-methyl-6-(1,5,6-trimethyl-1H-indazol-7-yl)-3-azatricyclo[6.2.1.02,7]undeca-2,4,6-trien-4-yl)-2,6-diazaspiro[3.4]octan-2-yl)-2-propen-1-one